BrC=1C(C(=C(N(C1CN1N=C(C=C1O)C(F)(F)F)CC)C1=CC(=C(C=C1)Cl)Cl)C(=O)OCC)=O ethyl 5-bromo-2-(3,4-dichlorophenyl)-1-ethyl-6-[[5-hydroxy-3-(trifluoromethyl) pyrazol-1-yl] methyl]-4-oxo-pyridine-3-carboxylate